NC=1OCC(N1)=O 2-Amino-Oxazol-4-One